7-(5-(((2-(methylsulfonyl)ethyl)amino)methyl)furan-2-yl)-2-oxo-3,4-dihydroquinoline CS(=O)(=O)CCNCC1=CC=C(O1)C1=CC=C2CCC(NC2=C1)=O